C(C1=CC=CC=C1)OC1=NC(=CC=C1CC1=CC=C(C=C1)C1CCN(CC1)C(=O)OC(C)(C)C)OCC1=CC=CC=C1 tert-butyl 4-[4-[(2,6-dibenzyloxy-3-pyridyl)methyl]phenyl]piperidine-1-carboxylate